7-(3,4-Difluorophenyl)-N-[(4S)-3,4-dihydro-2H-chromen-4-yl]-3-(dimethylamino)-1-benzothiophene-2-carboxamide FC=1C=C(C=CC1F)C1=CC=CC=2C(=C(SC21)C(=O)N[C@H]2CCOC1=CC=CC=C21)N(C)C